benzselenophene [Se]1C=CC2=C1C=CC=C2